CC1=CC2=C(N=C(O2)C2=CC=C(CNC(CCC=3C=NC=CC3)=O)C=C2)C=C1 N-(4-(6-methylbenzo[d]oxazol-2-yl)benzyl)-3-(pyridin-3-yl)propanamide